(1R,3S,5R)-2-(2-(4-amino-6-(4-fluorophenyl)-9H-pyrimido[4,5-b]indol-9-yl)acetyl)-N-(6-bromopyridin-2-yl)-5-methyl-2-azabicyclo[3.1.0]hexane-3-carboxamide NC1=NC=NC=2N(C3=CC=C(C=C3C21)C2=CC=C(C=C2)F)CC(=O)N2[C@@H]1C[C@@]1(C[C@H]2C(=O)NC2=NC(=CC=C2)Br)C